N-(4-(aminomethyl)piperidin-1-yl)-6-chloroquinoline-2-carboxamide 2,2,2-trifluoroacetate FC(C(=O)O)(F)F.NCC1CCN(CC1)NC(=O)C1=NC2=CC=C(C=C2C=C1)Cl